2,6-Dimethyl-p-phenylenediamine CC1=C(C(=CC(=C1)N)C)N